3-acetylglucosamine C(C)(=O)[C@]1([C@H](C(O)O[C@@H]([C@H]1O)CO)N)O